4-Bromooxazolo[5,4-c]pyridine BrC1=NC=CC2=C1OC=N2